CN1CCN(CC12CCN(C(CC2)=O)CC(=O)O)C(=O)C2C(C2)C2=CC=CC=C2 2-(1-methyl-10-oxo-4-(2-phenylcyclopropane-1-carbonyl)-1,4,9-triaza-spiro[5.6]dodecan-9-yl)-acetic acid